N1-methyldeoxyadenosine CN1C(C=2N=CN([C@H]3C[C@H](O)[C@@H](CO)O3)C2N=C1)=N